ClC1=C(OC=2C=CC(=C(C2)C(=O)C=2C(=NN(C2O)C)C2CC2)[N+](=O)[O-])C=CC(=C1)C(F)(F)F (5-(2-chloro-4-(trifluoromethyl)phenoxy)-2-nitrophenyl)(3-cyclopropyl-5-hydroxy-1-methyl-1H-pyrazol-4-yl)methanone